C(C1=CC=CC=C1)N1N=CC(=C1)C1=CNC2=NC=CC(=C21)OC2=C(C=C(C=C2)CN)F (4-((3-(1-Benzyl-1H-pyrazol-4-yl)-1H-pyrrolo[2,3-b]pyridin-4-yl)oxy)-3-fluorophenyl)methanamin